1-(Pyridin-3-yl)-3-(1-(5-(trifluoromethyl)pyrimidin-2-yl)piperidin-4-yl)thiourea N1=CC(=CC=C1)NC(=S)NC1CCN(CC1)C1=NC=C(C=N1)C(F)(F)F